1-ethyl-3-methylimidazolium hydroxide [OH-].C(C)N1C=[N+](C=C1)C